C(C1=CC=CC=C1)OC1=NN(C=C1C(=O)O)C1CCC(CC1)NC(=O)OC(C)(C)C 3-(benzyloxy)-1-[(1r,4r)-4-{[(tert-butoxy)carbonyl]amino}cyclohexyl]-1H-pyrazole-4-carboxylic acid